BrC=1C(=NC(=CC1)OC)C(=CC1=C(C=C(C(=O)OC)C=C1)OCOC)C(F)(F)F methyl 4-(2-(3-bromo-6-methoxypyridin-2-yl)-3,3,3-trifluoroprop-1-en-1-yl)-3-(methoxymethoxy)benzoate